N-(2-(4-methylpiperazin-1-yl)ethyl)-7H-pyrido[4',3':4,5]pyrrolo[2,3-c][2,7]naphthyridin-5-amine CN1CCN(CC1)CCNC1=NC2=C(C3=CC=NC=C13)C1=C(N2)C=NC=C1